C(C)(=O)OC[C@@H](NC([C@@H](NC(C1=CC=C(C=C1)F)=O)CC1=CC=CC=C1)=O)CC1=CC=C(C=C1)F N-(N-p-fluorobenzoyl-L-phenylalanyl)-L-p-fluorophenylalaninol acetate